N1CC2=C3C(C=CC=C13)=CC=C2 benzo[cd]indoline